uracile triphosphate OP(O)(=O)OP(=O)(O)OP(=O)(O)O.N1C(=O)NC(=O)C=C1